2-((1-(5,6-diphenyl-pyrazine-2-yl)piperidine-2-yl)methoxy)acetic acid C1(=CC=CC=C1)C=1N=CC(=NC1C1=CC=CC=C1)N1C(CCCC1)COCC(=O)O